COC(=O)C=1C(=CC=2N(C1)C=C(N2)C(F)F)OC(C)C.CC2=C(C=CC(=C2)C(F)(F)F)N2C=CC1=CC(=CC=C21)NC(C=C)=O N-(1-(2-methyl-4-(trifluoromethyl)phenyl)-1H-indol-5-yl)acrylamide Methyl-2-(difluoromethyl)-7-isopropoxyimidazo[1,2-a]pyridine-6-carboxylate